(5-FLUORO-2-FORMYL-PHENYL)-CARBAMIC ACID BENZYL ESTER C(C1=CC=CC=C1)OC(NC1=C(C=CC(=C1)F)C=O)=O